NC=1C2=C(N=C(N1)Cl)N(C=C2Br)[C@H]2[C@@H]([C@@H]([C@H](C2)C2=CC(=NC=C2)OC)O)O (1R,2S,3R,5R)-3-(4-amino-5-bromo-2-chloro-7H-pyrrolo[2,3-d]pyrimidin-7-yl)-5-(2-methoxypyridin-4-yl)cyclopentane-1,2-diol